5-bromo-2-methyl-4(1H)-pyrimidinone BrC=1C(N=C(NC1)C)=O